5-(3,4-Dimethoxyphenyl)-2-methyl-4-(trifluoromethyl)-5H-indeno[1,2-b]pyridine COC=1C=C(C=CC1OC)C1C2=CC=CC=C2C2=NC(=CC(=C21)C(F)(F)F)C